2-((1-(2-(4-acetylpiperazin-1-yl)-7-methyl-4-oxo-4H-pyrido[1,2-a]pyrimidin-9-yl)ethyl)amino)benzoic acid C(C)(=O)N1CCN(CC1)C=1N=C2N(C(C1)=O)C=C(C=C2C(C)NC2=C(C(=O)O)C=CC=C2)C